4-ethenyl-2-methoxyphenolate C(=C)C1=CC(=C(C=C1)[O-])OC